N2-cyclohexyl-N4-isopropyl-6-phenyl-1,3,5-triazine-2,4-diamine C1(CCCCC1)NC1=NC(=NC(=N1)NC(C)C)C1=CC=CC=C1